OC1CCN(CC1)C=1C=CC(=NC1)NC1=CC(=NC=2C=CNC(C12)=O)C(C)C 4-[[5-(4-hydroxy-1-piperidyl)-2-pyridyl]amino]-2-isopropyl-6H-1,6-naphthyridin-5-one